Cl.FC1CCNCC1 4-fluoropiperidine hydrochloride